3-ethylthiophen C(C)C1=CSC=C1